C1=C(C=CC=2C3=CC=CC=C3C3=CC=CC=C3C12)C=1C=C(C=CC1)C1=CC=C(C=C1)C1=NC(=NC(=N1)C1=CC=CC=C1)C1=CC=CC=C1 2-[3'-(Triphenylen-2-yl)-1,1'-biphenyl-4-yl]-4,6-diphenyl-1,3,5-triazine